N-((1r,4r)-4-((4-(methylamino)-5-(pyrazolo[1,5-a]pyrimidin-5-yl)-7H-pyrrolo[2,3-d]pyrimidin-2-yl)amino)cyclohexyl)acetamide CNC=1C2=C(N=C(N1)NC1CCC(CC1)NC(C)=O)NC=C2C2=NC=1N(C=C2)N=CC1